OC[C@@H](COCCCCCCCCCCCCCCCCCC)OC1=CC(=C(C#N)C(=C1)OC)OC (S)-4-((1-hydroxy-3-(octadecyloxy)propan-2-yl)oxy)-2,6-dimethoxybenzonitrile